ClC1=CC(=C(C(=C1)COC)C1=CC=C2C(=N1)N=CO2)O 5-[4-Chloro-2-hydroxy-6-(methoxymethyl)phenyl]oxazolo[4,5-b]pyridin